(2R,3S,4R)-2-(Hydroxymethyl)tetrahydrothiophene-3,4-diol OC[C@H]1SC[C@@H]([C@@H]1O)O